dibenzylidenaceton C(C1=CC=CC=C1)=CC(=O)C=CC1=CC=CC=C1